BrC(C(=O)NNC1=NC=C(N=C1)C=1C=NC(=C(C1)F)OC(C(F)F)C)(F)F 2-bromo-N'-[5-[6-(2,2-difluoro-1-methyl-ethoxy)-5-fluoro-3-pyridinyl]pyrazin-2-yl]-2,2-difluoro-acethydrazide